1-(4-(2-(4-bromophenyl)propan-2-yl)thiazol-2-yl)-3-((2-methoxypyrimidin-5-yl)methyl)urea BrC1=CC=C(C=C1)C(C)(C)C=1N=C(SC1)NC(=O)NCC=1C=NC(=NC1)OC